(R)-3-fluoro-N'-((1,2,3,5,6,7-hexahydrodicyclopenta[b,e]pyridin-8-yl)carbamoyl)-5-(2-hydroxypropan-2-yl)thiophene-2-sulfonimidamide FC1=C(SC(=C1)C(C)(C)O)[S@@](=O)(N)=NC(NC1=C2C(=NC3=C1CCC3)CCC2)=O